nonanyl valerate C(CCCC)(=O)OCCCCCCCCC